(2R,3R,4R,5R)-5-[2-amino-6-(methylamino)purin-9-yl]-2-{1-[(2-cyclohexylacetyl)oxy]methyl}-4-fluoro-4-methyloxolan-3-yl 2-methylpropanoate CC(C(=O)O[C@@H]1[C@H](O[C@H]([C@]1(C)F)N1C2=NC(=NC(=C2N=C1)NC)N)COC(CC1CCCCC1)=O)C